3'-O-methyl-uridine lead [Pb].CO[C@H]1[C@H]([C@@H](O[C@@H]1CO)N1C(=O)NC(=O)C=C1)O